tert-butyl (3S)-3-[(1R)-2-[[2-[(1-acetyl-4-piperidyl)amino]-6-(1-piperidyl)pyridine-4-carbonyl]amino]-1-hydroxy-ethyl]-7-hydroxy-3,4-dihydro-1H-isoquinoline-2-carboxylate C(C)(=O)N1CCC(CC1)NC1=NC(=CC(=C1)C(=O)NC[C@@H](O)[C@H]1N(CC2=CC(=CC=C2C1)O)C(=O)OC(C)(C)C)N1CCCCC1